C(C)(C)C12[C@H](CC(C=C1)C2)C(=O)OCC (2S)-ethyl isopropylbicyclo[2.2.1]hept-5-ene-2-carboxylate